ClC=1C(=C(C(=CC1Cl)Cl)OC(C(=O)OC1=C(C(=C(C=C1Cl)Cl)Cl)C(=O)OCC1=C(C=C(C=C1)C)C)=O)C(=O)OCC1=C(C=C(C=C1)C)C bis(3,4,6-trichloro-2-{[(2,4-dimethylphenyl)methoxy] carbonyl}phenyl)oxalate